N-(5-fluoro-2-isopropoxyphenyl)-7-methoxy-2-(tetrahydro-2H-pyran-4-yl)imidazo[1,2-a]pyridine-6-carboxamide FC=1C=CC(=C(C1)NC(=O)C=1C(=CC=2N(C1)C=C(N2)C2CCOCC2)OC)OC(C)C